(2S)-N-((S)-(3-chloro-4-fluorophenyl)(6-(trifluoro-methyl)pyridin-2-yl)methyl)-2-methyl-3-oxopiperazine-1-carboxamide ClC=1C=C(C=CC1F)[C@H](NC(=O)N1[C@H](C(NCC1)=O)C)C1=NC(=CC=C1)C(F)(F)F